C(CCCCCCCC)(=O)OCC(CC(=O)O[C@H]1C[NH2+]C[C@H](C1)OC(CC(COC(CCCCCCCC)=O)COC(CCCCCCCC)=O)=O)COC(CCCCCCCC)=O |o1:17,21| Rel-(3R,5S)-3,5-bis((4-(Nonanoyloxy)-3-((nonanoyloxy)methyl)butanoyl)oxy)piperidin-1-ium